acryloyloxyethyl dithiophosphate P(=S)(SCCOC(C=C)=O)([O-])[O-]